FC1=C(N)C=C(C(=C1)C(F)(F)F)C=1C=NC=C(C1)F 2-Fluoro-5-(5-fluoropyridin-3-yl)-4-(trifluoromethyl)aniline